FC=1C=CC(=C2C=C(N(C12)CCNC1=NC=NC(=C1)C1=CC(=C(C=C1)O)OC(F)(F)F)C#N)OC 7-Fluoro-1-{2-[6-(4-hydroxy-3-trifluoromethoxy-phenyl)-pyrimidin-4-ylamino]-ethyl}-4-methoxy-1H-indol-2-carbonitril